2-((2R,4S)-2-(1-cyclopropyl-1H-pyrazol-4-yl)tetrahydro-2H-pyran-4-yl)-4-(2-fluoro-4-(trifluoromethoxy)phenyl)-6,7-dimethyl-pteridine C1(CC1)N1N=CC(=C1)[C@@H]1OCC[C@@H](C1)C1=NC2=NC(=C(N=C2C(=N1)C1=C(C=C(C=C1)OC(F)(F)F)F)C)C